C(=C)OO[Si](CCCC)(CCCC)CCCC vinyltributyl-peroxysilane